C(C)(C)(C)OC(=O)N1C(C2=CC=CC=C2CC1)CCOC1=C(C=NN1C)N {2-[(4-amino-1-methyl-1H-pyrazol-5-yl)oxy]ethyl}-3,4-dihydroisoquinoline-2(1H)-carboxylic acid tert-butyl ester